[Si](C1=CC=CC=C1)(C1=CC=CC=C1)(C(C)(C)C)OC1CC(N(CC1)CC1=C2C=CN(C2=C(C=C1OC)C)C(=O)OC(C)(C)C)C1=CC=C(C=C1)C(=O)OC tert-butyl 4-((4-((tert-butyldiphenylsilyl) oxy)-2-(4-(methoxycarbonyl) phenyl) piperidin-1-yl) methyl)-5-methoxy-7-methyl-1H-indole-1-carboxylate